Cl.NC/C(/COC=1C=C2CCN(C(C2=CC1)=O)CC(=O)N)=C/F [6-[(Z)-2-(aminomethyl)-3-fluoro-allyloxy]-1-oxo-3,4-dihydroisoquinolin-2-yl]acetamide hydrochloride